CN1N=C(C=C1C1=C2CCN(C(C2=CC(=C1)CCN(C)CC)=O)C(C)C1=NC=C(C#N)C(=C1)OCC)C 6-(1-(5-(1,3-dimethyl-1H-pyrazol-5-yl)-7-(2-(ethyl(methyl)amino)ethyl)-1-oxo-3,4-dihydroisoquinolin-2(1H)-yl)ethyl)-4-ethoxynicotinonitrile